C1(CCCC1)N1C(C=C(C2=C1N=C(N=C2)N2CCNCC2)C)=O 4-(8-cyclopentyl-5-methyl-7-oxo-7,8-dihydropyrido[2,3-d]pyrimidin-2-yl)piperazin